C1(CCC(N1OC(=O)N1C(C=CC=C1)SSC(C1=CC=CC=C1)C)=O)=O N-succinimidyLoxycarbonyl-alpha-methyl-alpha-(2-pyridyl-dithio)toluene